2-(4-cyclopropyl-6-methoxypyrimidin-5-yl)-N-(4-(1-methyl-4-(trifluoromethyl)-1H-imidazol-2-yl)benzyl)-N-(tetrahydro-2H-pyran-4-yl)-7H-purin-6-amine C1(CC1)C1=NC=NC(=C1C1=NC(=C2NC=NC2=N1)N(C1CCOCC1)CC1=CC=C(C=C1)C=1N(C=C(N1)C(F)(F)F)C)OC